C(CCC)N1C(N(C(C(C1=O)=C1SCCCS1)=O)C1CCC2(CC(C2)(COC)CNC(OCC2=CC=CC=C2)=O)CC1)=O Benzyl ((7-(3-butyl-5-(1,3-dithian-2-ylidene)-2,4,6-trioxotetrahydropyrimidin-1(2H)-yl)-2-(methoxymethyl)spiro[3.5]nonan-2-yl)methyl)carbamate